iron(II) glycolate C(CO)(=O)[O-].[Fe+2].C(CO)(=O)[O-]